O[C@H]1[C@@H](COC1)OC1=NN(C=C1NC=1N=CC2=C(N1)N(C(=C2)C#N)[C@H](COC)C)C([2H])([2H])[2H] 2-((3-((trans-4-hydroxytetrahydrofuran-3-yl)oxy)-1-(methyl-d3)-1H-pyrazol-4-yl)amino)-7-((S)-1-methoxypropan-2-yl)-7H-pyrrolo[2,3-d]pyrimidine-6-carbonitrile